C(C1=CC=CC=C1)OC(=O)N1CC[C@@H]2N(C([C@H](C1)NC(=O)OC(C)(C)C)=O)[C@@H](CC2)C(=O)O (5s,8s,10ar)-3-((benzyloxy)carbonyl)-5-((tert-butoxycarbonyl)amino)-6-oxo-decahydropyrrolo[1,2-a][1,5]diazocine-8-carboxylic acid